(S)-6'-fluoro-N-(4-fluoro-3-((2-hydroxypropyl)carbamoyl)benzyl)-1'-methyl-4'-oxo-3',4'-dihydro-1'h-spiro[piperidine-4,2'-quinoline]-1-carboxamide FC=1C=C2C(CC3(N(C2=CC1)C)CCN(CC3)C(=O)NCC3=CC(=C(C=C3)F)C(NC[C@H](C)O)=O)=O